FC1(C=2N(CC(CC1)=O)N=C1C2CN([C@@H](C1)C)C(=O)OC(C)(C)C)F tert-Butyl (3R)-11,11-difluoro-3-methyl-8-oxo-1,3,4,7,8,9,10,11-octahydro-2H-pyrido[4',3':3,4]-pyrazolo[1,5-a]azepine-2-carboxylate